3-(4-(4-((4-((7-ethyl-6-oxo-5,6-dihydro-1,5-naphthyridin-3-yl)methyl)piperazin-1-yl)methyl)piperidin-1-yl)phenyl)-4,4-dimethyl-5-oxo-2-thioxoimidazolidin C(C)C=1C(NC=2C=C(C=NC2C1)CN1CCN(CC1)CC1CCN(CC1)C1=CC=C(C=C1)N1C(NC(C1(C)C)=O)=S)=O